C1(CC1)C1=C(C=CC(=C1)C#N)C1=C(C=CC(=C1)F)OC=1C(=NC=NC1)N1CC2(CC1)CN(CC2)CC2=CC=C(C=C2)N2C(CCC2)=O 2-cyclopropyl-5'-fluoro-2'-((4-(7-(4-(2-oxopyrrolidin-1-yl)benzyl)-2,7-diazaspiro[4.4]non-2-yl)pyrimidin-5-yl)oxy)-[1,1'-biphenyl]-4-carbonitrile